FC=1C=C(C=CC1)[C@H]1CC[C@H](CC1)OC[C@@H]1NCCC[C@@H]1C1=NN(C=C1C)COCC[Si](C)(C)C (CIS)-2-((((CIS)-4-(3-fluorophenyl)cyclohexyl)oxy)methyl)-3-(4-methyl-1-((2-(trimethylsilyl)ethoxy)methyl)-1H-pyrazol-3-yl)piperidine